(S)-N-(2-(2-amino-4-oxo-3,4-dihydro-7H-pyrrolo[2,3-d]pyrimidin-7-yl)acetyl)-N-(2-amino-6-guanidinohexyl)glycine NC=1NC(C2=C(N1)N(C=C2)CC(=O)N(CC(=O)O)C[C@H](CCCCNC(=N)N)N)=O